(S)-6-(1-amino-1,3-dihydro-spiro[inden-2,4'-piperidin]-1'-yl)-3-(1-(5-hydroxy-2-methoxyphenyl)vinyl)-1,5-dihydro-4H-pyrazolo[3,4-d]pyrimidin-4-one N[C@@H]1C2=CC=CC=C2CC12CCN(CC2)C=2NC(C1=C(N2)NN=C1C(=C)C1=C(C=CC(=C1)O)OC)=O